CC(=O)N[C@@H]1[C@H]([C@@H]([C@H](O[C@H]1O)CO)O)O[C@H]2[C@@H]([C@H]([C@@H]([C@H](O2)C(=O)[O-])O)O)O The molecule is a carbohydrate acid derivative anion obtained by deprotonation of the carboxy groups of hyaluronic acid; major species at pH 7.3. It is a polyanionic polymer and a carbohydrate acid derivative anion. It is a conjugate base of a hyaluronic acid.